5-ethyl-6-fluoro-4-(8-fluoro-2-(((2R,7aS)-2-fluorohexahydro-1H-pyrrolizin-7a-yl)methoxy)-4-(6-(hydroxymethyl)-1,4-oxazepan-4-yl)pyrido[4,3-d]pyrimidin-7-yl)naphthalen-2-ol C(C)C1=C2C(=CC(=CC2=CC=C1F)O)C1=C(C=2N=C(N=C(C2C=N1)N1CCOCC(C1)CO)OC[C@]12CCCN2C[C@@H](C1)F)F